C[Si](CCOCN1C=CC=2C1=NC=CC2)(C)C 1-((2-(trimethylsilyl)ethoxy)methyl)-1H-pyrrolo[2,3-b]pyridine